P(O[Si](C)(C)C)(O[Si](C)(C)C)O[Si](C)(C)C tris-trimethylsilyl (phosphite)